ClC1=C(C(=CC=C1)Cl)C1=NOC(=C1C(=O)O[C@@]12N(C[C@@H](CC1)C2)C=2C(=CC1=C(N=CS1)C2F)C(=O)O)C2(CC2)F (1S,4S,5R)-5-[[3-(2,6-dichlorophenyl)-5-(1-fluorocyclopropyl)-1,2-oxazole-4-carbonyloxy]-2-azabicyclo[2.2.1]heptan-2-yl]-4-fluoro-1,3-benzothiazole-6-carboxylic acid